NC1=NC=NN2C1=C(C=C2C=2C=C(C(=NC2C)C)C(=O)N[C@@H]2CN(C[C@@H]2F)C(CC(C(F)(F)F)(C)O)=O)C(F)(F)F 5-[4-amino-5-(trifluoromethyl)pyrrolo[2,1-f][1,2,4]triazin-7-yl]-N-[(3R,4S)-4-fluoro-1-(4,4,4-trifluoro-3-hydroxy-3-methylbutanoyl)pyrrolidin-3-yl]-2,6-dimethylpyridine-3-carboxamide